1-bromo-4-ethoxy-2-(trifluoromethyl)benzene BrC1=C(C=C(C=C1)OCC)C(F)(F)F